S1C=NC2=C1C(=CC=C2)C2=CC=C(C=C2)C2CCN(CC2)C(=O)NC=2N=C(SC2)C#C 4-(4-(benzo[d]thiazol-7-yl)phenyl)-N-(2-ethynyl-thiazol-4-yl)piperidine-1-carboxamide